CN1CCCCC1C2=C(C=C(C3=C2OC(=CC3=O)C4=CC=CC=C4)O)O The molecule is a piperidine alkaloid that consists of 5,7-dihydroxyflavone attached to a 1-methylpiperindin-2-yl moiety at position 8. It is a flavonoid alkaloid isolated from Buchenavia capitata, and has been shown to exhibit anti-HIV activity. It has a role as a metabolite and an anti-HIV agent. It is a piperidine alkaloid and a dihydroxyflavone.